3-[[(1R)-1-[2-(2-Fluorophenyl)-3,6-dimethyl-4-oxo-chromen-8-yl]ethyl]amino]pyridine-2-carboxylic acid FC1=C(C=CC=C1)C=1OC2=C(C=C(C=C2C(C1C)=O)C)[C@@H](C)NC=1C(=NC=CC1)C(=O)O